1-(cyclopropylmethyl)-5-(5-fluoro-2-((5-(2-oxopyrrolidin-1-yl)pyridin-3-yl)amino)pyrimidin-4-yl)pyridin-2(1H)-one C1(CC1)CN1C(C=CC(=C1)C1=NC(=NC=C1F)NC=1C=NC=C(C1)N1C(CCC1)=O)=O